ClC1=NC(=C(C(=N1)C=1N(C=CC1)C(=O)OC(C)(C)C)F)N[C@H]1C2CCC([C@@H]1C(=O)OCC)CC2 tert-butyl 2-(2-chloro-6-(((2S,3S)-3-(ethoxycarbonyl)bicyclo[2.2.2]octan-2-yl)amino)-5-fluoropyrimidin-4-yl)-1H-pyrrole-1-carboxylate